ClC=1C(=C(C(=NC1)N)[N+](=O)[O-])C chloro-4-methyl-3-nitropyridin-2-amine